BrC=1C=2N(C=C(C1Cl)O)N=CC2C#N 4-bromo-5-chloro-6-hydroxypyrazolo[1,5-a]pyridine-3-carbonitrile